4-(6-cyclopentyl-4-methylpyridinamido)benzoic acid C1(CCCC1)C1=CC(=CC(=N1)C(=O)NC1=CC=C(C(=O)O)C=C1)C